Cl.ClC1=C(C(=O)NC2=C3C=NN(C3=CC=C2)CCN2CCOCC2)C=C(C=C1)CNC(C(C)(C)C)=O 2-chloro-5-{[(2,2-dimethylpropionyl)amino]methyl}-N-{1-[2-(morpholin-4-yl)ethyl]-1H-indazol-4-yl}benzamide hydrochloride